BrC1=CC=C(CNC(=O)C2NCCN(C2)C=2C=3C(N=CN2)=NN(C3)C3=CC=C(C=C3)C)C=C1 N-(4-bromobenzyl)-4-(2-(p-tolyl)-2H-pyrazolo[3,4-d]pyrimidin-4-yl)piperazine-2-carboxamide